C(CCC(=O)O)(=O)O.C[C@@H]1N(CC1)C1=NC(=CC(=N1)C=1C=NN(C1)CC(=O)N1CCNCC1)C(F)(F)F.C(CCC(=O)O)(=O)O.C(CCC(=O)O)(=O)O.C[C@@H]1N(CC1)C1=NC(=CC(=N1)C=1C=NN(C1)CC(=O)N1CCNCC1)C(F)(F)F 2-[4-[2-[(2S)-2-Methylazetidin-1-yl]-6-(trifluoromethyl)pyrimidin-4-yl]pyrazol-1-yl]-1-piperazin-1-yl-ethanone sesquisuccinate